tert-butyl (5-(2-((2S,5R)-2-(3-chloro-4-fluorophenyl)-5-methyl-4-(1-(trifluoromethyl)cyclopropanecarbonyl)piperazin-1-yl)-2-oxoacetamido)-3-cyclopropylpyridin-2-yl)carbamate ClC=1C=C(C=CC1F)[C@@H]1N(C[C@H](N(C1)C(=O)C1(CC1)C(F)(F)F)C)C(C(=O)NC=1C=C(C(=NC1)NC(OC(C)(C)C)=O)C1CC1)=O